C(CCCCCCCC)(=O)OCC(COC(CCCCCCCC)=O)CC(=O)O[C@H]1CN(C[C@H](C=C1)OC(CC(COC(CCCCCCCC)=O)COC(CCCCCCCC)=O)=O)C(=O)N1C=NC=C1 |o1:29,33| (((Rel-(3R,6S)-1-(1H-Imidazole-1-carbonyl)-2,3,6,7-tetrahydro-1H-azepine-3,6-diyl)bis(oxy))bis(2-oxoethane-2,1-diyl))bis(propane-2,1,3-triyl) tetranonanoate